C(C1=CC=CC=C1)N1CC=2N(CC1)CCN(C2)CC2=CC=CC=C2 2,8-dibenzyltetrahydro-2H-pyrazino[1,2-a]pyrazine